2-(2-amino-4-(4-methylpiperazin-1-yl)phenoxy)ethan-1-ol NC1=C(OCCO)C=CC(=C1)N1CCN(CC1)C